C(#N)/C(/C(=O)NC1=C(C=NC=C1)C)=C\C=1SC=C(C1)C1=CC=CC2=CC=CC=C12 (E)-2-cyano-N-(3-methylpyridin-4-yl)-3-(4-(naphthalen-1-yl)thiophen-2-yl)acrylamide